P-hydroxyphenylethylamine C1=CC(=CC=C1CCN)O